CC(CCC)(CC)C 4,4-Dimethylhexan